3-fluoro-2-hydroxy-2-methyl-propionic acid FCC(C(=O)O)(C)O